CC(C(=O)N=S(=O)(C)C1=CC=C(C(=O)O)C=C1)(C)C 4-[N-(2,2-dimethylpropanoyl)-S-methyl-sulfonimidoyl]benzoic acid